ClC=1C=CC=2C(=NC=C(N2)N2[C@@H](C[C@@H](CC2)NC(OC(C)(C)C)=O)C)N1 tert-butyl ((2R,4R)-1-(6-chloropyrido[2,3-b]pyrazin-2-yl)-2-methylpiperidin-4-yl)carbamate